4-(difluoromethyl)-N-[4-fluoro-5-[2-[(2R)-2-methylmorpholin-4-yl]pyrimidin-5-yl]-2-[(3R,5S)-3,4,5-trimethylpiperazin-1-yl]phenyl]-1-methyl-6-oxopyridine-3-carboxamide FC(C=1C(=CN(C(C1)=O)C)C(=O)NC1=C(C=C(C(=C1)C=1C=NC(=NC1)N1C[C@H](OCC1)C)F)N1C[C@H](N([C@H](C1)C)C)C)F